NCCCCC1(CC1)N1C(=NC2=C1C(=CC=C2)C(N(C)C)=O)NC(=O)C=2C=C(C(=O)O)C=CC2 3-((1-(1-(4-aminobutyl)cyclopropyl)-7-(dimethylcarbamoyl)-1H-benzo[d]imidazol-2-yl)carbamoyl)benzoic acid